The molecule is an N-acetyl-beta-D-glycosaminyl glycopeptide consisting of an N-acetyl-beta-D-glycosaminyl-(1->4)-N-acetylmuramoyl moiety attached to the amino terminus of the tripeptide L-alanyl-D-glutamyl-6-carboxy-L-lysine via an amide linkage. It is a conjugate acid of a N-acetyl-D-glucosaminyl-(1->4)-N-acetylmuramoyl-L-alanyl-D-glutamyl-6-carboxy-L-lysine(2-). C[C@@H](C(=O)N[C@H](CCC(=O)N[C@@H](CCCC(C(=O)O)N)C(=O)O)C(=O)O)NC(=O)[C@@H](C)O[C@H]1[C@@H]([C@H](OC([C@@H]1NC(=O)C)O)CO)O[C@H]2[C@@H]([C@H]([C@@H]([C@H](O2)CO)O)O)NC(=O)C